CCCCCCCCC(CCCCCCCC)OC(CCCCCO[C@@H]1[C@@H](CN(C1)CCCO)OCCCCCC(=O)OC(CCCCCCCC)CCCCCCCC)=O di(heptadecan-9-yl)6,6'-(((3R,4S)-1-(3-hydroxypropyl)pyrrolidine-3,4-diyl)bis(oxy))dihexanoate